C(C)OP1(=NP(=NP(=NP(=N1)(F)F)(F)F)(F)F)F ethoxyheptafluoro-cyclotetraphosphazene